tert-Butyl 4-hydroxycyclohexanecarboxylate OC1CCC(CC1)C(=O)OC(C)(C)C